nonadiene CCCCCC=CC=C